racemic-tert-butyl (3R,4S)-4-hydroxy-3-(4-(methoxycarbonyl)phenyl)piperidine-1-carboxylate O[C@@H]1[C@@H](CN(CC1)C(=O)OC(C)(C)C)C1=CC=C(C=C1)C(=O)OC |r|